(S)-tert-butyl (1-iodo-3-(4-nitrophenyl)propan-2-yl)carbamate IC[C@H](CC1=CC=C(C=C1)[N+](=O)[O-])NC(OC(C)(C)C)=O